8-bromo-7-chloro-6-(2,6-difluorophenyl)-2,4-dihydro-[1,2,4]triazolo[4,3-a][1,4]benzodiazepin-1-one BrC=1C=CC2=C(C(=NCC=3N2C(NN3)=O)C3=C(C=CC=C3F)F)C1Cl